1-(4,6-dimethoxypyrimidin-2-yl)-3-(2-ethylsulfonylimidazo[1,2-a]pyridin-3-yl)sulfonylurea COC1=NC(=NC(=C1)OC)NC(=O)NS(=O)(=O)C1=C(N=C2N1C=CC=C2)S(=O)(=O)CC